4-iodo-1-(2-methoxyethyl)pyrazole IC=1C=NN(C1)CCOC